1-(6-methoxypyridin-2-yl)propan-2-ol COC1=CC=CC(=N1)CC(C)O